BrC=1CCCC2=C(C1C1=CC(=CC=C1)O[C@H]1CN(CC1)CCCF)C=CC(=C2)C(=O)OC Methyl (R)-8-bromo-9-(3-((1-(3-fluoropropyl)pyrrolidin-3-yl)oxy)phenyl)-6,7-dihydro-5H-benzo[7]annulene-3-carboxylate